C(C)(C)(C)OC(=O)N1CCC2(CC1)NC(C=1N2C(C=CC1)=O)=O 1,5-dioxo-1,5-dihydro-2H-spiro[imidazo[1,5-a]pyridine-3,4'-piperidine]-1'-carboxylic acid tert-butyl ester